BrC1=CC=C(C(=O)NC(C(=O)NC2CC(CC2)C(=O)O)C)C=C1 3-[[2-[(4-Bromobenzoyl)amino]-1-oxopropyl]amino]cyclopentanecarboxylic acid